N-tertiary butyl-α-phenyl-nitrone C(C)(C)(C)[N+](=CC1=CC=CC=C1)[O-]